C(#N)C1=CC(=C(C(=C1)C(C)C)CC(=O)O)C(C)C 4-Cyano-2,6-diisopropylphenylacetic acid